C(C)N(C1=CC=C(C=C1)NC=1C=CC2=C(OCC(N2C)=O)C1)CC 7-((4-(Diethylamino)phenyl)amino)-4-methyl-2H-benzo[b][1,4]oxazin-3(4H)-one